6-chloro-N-methyl-5-(4-((7-methyl-6-oxo-3,4,5,6-tetrahydro-2H-pyrano[3,2-b]pyridin-3-yl)methyl)piperazin-1-yl)picolinamide ClC1=C(C=CC(=N1)C(=O)NC)N1CCN(CC1)CC1CC=2NC(C(=CC2OC1)C)=O